O1C(CCCC1)OCCO 2-(Oxacyclohexan-2-yloxy)ethanol